N-(5-(((5-(tert-butyl)oxazol-2-yl)methyl)thio)thiazol-2-yl)-4-(1-((2-(2,6-dioxopiperidin-3-yl)-4-fluoro-1-oxoisoindolin-5-yl)methyl)piperidin-4-yl)piperazine-1-carboxamide C(C)(C)(C)C1=CN=C(O1)CSC1=CN=C(S1)NC(=O)N1CCN(CC1)C1CCN(CC1)CC=1C(=C2CN(C(C2=CC1)=O)C1C(NC(CC1)=O)=O)F